3,5-dihydrazinocarbonylphenylphosphonic acid N(N)C(=O)C=1C=C(C=C(C1)C(=O)NN)P(O)(O)=O